4a-(2-chloro-5-fluorophenyl)octahydro-2H-benzo[b][1,4]Oxazine hydrochloride Cl.ClC1=C(C=C(C=C1)F)C12C(OCCN1)CCCC2